COC1=C(C=CC(=C1)C=1OC2=CC(=C(C(=C2C(C1)=O)O)O)O)[O-] 2-methoxy-4-(5,6,7-trihydroxy-4-oxo-4H-chromen-2-yl)phenolate